5-tert-butyl 3-ethyl 6,7-dihydro-2H-pyrazolo[4,3-c]pyridine-3,5(4H)-dicarboxylate N=1NC(=C2CN(CCC21)C(=O)OC(C)(C)C)C(=O)OCC